COC=1C=C(C=CC1OC)C1=CC=NC=2N1N=C(C2)C(=O)N2C[C@@H](N(CC2)C)C (S)-(7-(3,4-dimethoxyphenyl)pyrazolo[1,5-a]pyrimidin-2-yl)(3,4-dimethylpiperazin-1-yl)methanone